3-(2,6-bis(benzyloxy)pyridin-3-yl)-5-(4,4,5,5-tetramethyl-1,3,2-dioxaborolan-2-yl)pyrazolo[1,5-a]pyridine C(C1=CC=CC=C1)OC1=NC(=CC=C1C=1C=NN2C1C=C(C=C2)B2OC(C(O2)(C)C)(C)C)OCC2=CC=CC=C2